FC1=CC=C(C=C1)CC(=O)N1CC2(C1)CN(C2)CC=2N=C(SC2)C 2-(4-Fluoro-phenyl)-1-[6-(2-methyl-thiazol-4-ylmethyl)-2,6-diaza-spiro[3.3]hept-2-yl]-ethanone